ClC=1N=C(C2=C(N1)C(=C(N=C2)Cl)F)N2CC1(COC1)CCC2 6-(2,7-Dichloro-8-fluoropyrido[4,3-d]pyrimidin-4-yl)-2-oxa-6-azaspiro[3.5]nonane